1-(3-Chloro-5-(1-(chinolin-5-yl)-5-(trifluoromethyl)-1H-pyrazol-4-carboxamido)pyridin-2-yl)-1H-1,2,3-triazol-4-carboxamid ClC=1C(=NC=C(C1)NC(=O)C=1C=NN(C1C(F)(F)F)C1=C2C=CC=NC2=CC=C1)N1N=NC(=C1)C(=O)N